1-(4-(2-amino-2-oxoethyl)benzyl)-N-(4-carbamimidoylbenzyl)-1H-pyrazole-4-carboxamide NC(CC1=CC=C(CN2N=CC(=C2)C(=O)NCC2=CC=C(C=C2)C(N)=N)C=C1)=O